6-{5-chloro-2-[(3-methyloxacyclohex-4-yl)amino]pyrimidin-4-yl}-2-[2-oxo-2-(1,2,3,4-tetrahydroisoquinolin-2-yl)ethyl]-2,3-dihydro-1H-isoindol-1-one ClC=1C(=NC(=NC1)NC1C(COCC1)C)C1=CC=C2CN(C(C2=C1)=O)CC(N1CC2=CC=CC=C2CC1)=O